FC(C(=O)O)(F)F.NCCCC1CCN(CC1)CCC(=O)N[C@H](C(=O)N1[C@@H](C[C@H](C1)O)C(=O)NCC1=CC=C(C=C1)C1=C(N=CS1)C)C(C)(C)C (2S,4R)-1-((S)-2-(3-(4-(3-aminopropyl)piperidin-1-yl)propanamido)-3,3-dimethylbutanoyl)-4-hydroxy-N-(4-(4-methylthiazol-5-yl)benzyl)pyrrolidine-2-carboxamide 2,2,2-trifluoroacetate